C(C1=CC=CC=C1)OC1=C(C=C(C(=O)OC)C=C1)Cl Methyl 4-(benzyloxy)-3-chlorobenzoate